C(C)(C)(C)OC(=O)NCC1=C(C=CC=C1)C1(NNC(=C1)C(=O)NC1(CC=CC=C1)C=1C(=CC2=CC=C(C=C2C1)OC)COC(NCC1CC1)=O)C(F)(F)F (3-(1-(3-(((tert-butoxycarbonylamino)methyl)phenyl)-3-(trifluoromethyl)-1H-pyrazole-5-carboxamido)phenyl)(6-methoxynaphthalen-2-yl)methyl)(cyclopropylmethyl)carbamate